2-(3-(tert-butylsulfanyl)-2-chlorophenyl)oxazole C(C)(C)(C)SC=1C(=C(C=CC1)C=1OC=CN1)Cl